C(C)(C)(C)OC(=O)NCCC(=O)NC=1N=C(N(C1)C)C(=O)NC=1C=C(N(C1)C)C(=O)NCCC(=O)NC=1N=C(N(C1)C)C(=O)OCC Ethyl 4-(3-[[4-(4-[3-[(tert-butoxycarbonyl)amino]propanamido]-1-methylimidazole-2-amido)-1-methylpyrrol-2-yl]formamido]propanamido)-1-methylimidazole-2-carboxylate